Racemic-trans-2-mercaptocyclopentan-1-ol S[C@H]1[C@@H](CCC1)O |r|